ClC1=NC=C(C(=C1)NC1=CC=C(C=C1)C(C#N)(C)C)[N+](=O)[O-] 2-(4-((2-chloro-5-nitropyridin-4-yl)amino)phenyl)-2-methylpropanenitrile